3-(naphthalen-2-yl)-1-(piperidin-4-ylmethyl)-1H-pyrazolo[3,4-d]pyrimidin-4-amine C1=C(C=CC2=CC=CC=C12)C1=NN(C2=NC=NC(=C21)N)CC2CCNCC2